cis-N-ethyl-3-((methylsulfonyl)amino)-2-(((trans-3-phenylcyclobutyl)oxy)methyl)-piperidine-1-carboxamide C(C)NC(=O)N1[C@H]([C@H](CCC1)NS(=O)(=O)C)CO[C@@H]1C[C@H](C1)C1=CC=CC=C1